(±)-trans-N-(6,8-dichloro-2,7-naphthyridin-3-yl)-2-(1-tetrahydropyran-2-ylpyrazol-3-yl)cyclopropanecarboxamide ClC=1C=C2C=C(N=CC2=C(N1)Cl)NC(=O)[C@H]1[C@@H](C1)C1=NN(C=C1)[C@@H]1OCCCC1 |&1:23|